3,6-dihydroxydibenzofuran OC=1C=CC2=C(OC3=C2C=CC=C3O)C1